C(C=C)OC1=CC=C(C=C1)NC=1C=NC(=NC1)OCCOCCOCC1CN(CCC1)C(=O)OC(C)(C)C tert-Butyl 3-[(2-{2-[(5-{[4-(prop-2-en-1-yloxy)phenyl]amino}-pyrimidin-2-yl)oxy]ethoxy}ethoxy)methyl]piperidine-1-carboxylate